4-benzoyl-3-(4-nitrophenyl)isothiazol-amine C(C1=CC=CC=C1)(=O)C=1C(NSC1)(N)C1=CC=C(C=C1)[N+](=O)[O-]